4-(3-(aminomethyl)-1-benzhydrylazetidin-3-yl)butan-1-ol benzyl-5-[4-[tert-butoxycarbonyl(methyl)amino]-1-piperidyl]-3,4-dihydro-2H-quinoline-1-carboxylate C(C1=CC=CC=C1)C1N(C2=CC=CC(=C2CC1)N1CCC(CC1)N(C)C(=O)OC(C)(C)C)C(=O)OCCCCC1(CN(C1)C(C1=CC=CC=C1)C1=CC=CC=C1)CN